BrC1=C(C(=C(C(=O)OC)C=C1)C=O)O Methyl 4-Bromo-2-Formyl-3-Hydroxybenzoate